COC1=CC=C(COC2=NC(=CC(=C2)N2CCOCC2)N2C(CCC2)CC2=CC(=CC=C2)O[C@@H](COC)C)C=C1 4-(2-((4-methoxybenzyl)oxy)-6-(2-(3-(((R)-1-methoxypropan-2-yl)oxy)benzyl)pyrrolidin-1-yl)pyridin-4-yl)morpholine